3-(7-(2-(4-((2-Chloro-5-methylpyridin-3-yl)sulfonyl)piperazin-1-yl)-2-oxo-ethoxy)-1-methyl-1H-indazol-3-yl)piperidine-2,6-dione ClC1=NC=C(C=C1S(=O)(=O)N1CCN(CC1)C(COC=1C=CC=C2C(=NN(C12)C)C1C(NC(CC1)=O)=O)=O)C